CC1(CC(C1)O)C(=O)OC cis-methyl 3-hydroxy-1-methyl-cyclobutanecarboxylate